Cl.OC=1C=C(CN)C=CC1O 3,4-dihydroxybenzylamine hydrochloride